FC1(CO[C@H](C2=CC=CC=C12)CNC)F (R)-1-(4,4-difluoroisochroman-1-yl)-N-methyl-methylamine